FC(C=1C2=CNN=C2C(=CC1)N)(F)F 4-(trifluoromethyl)-2H-indazol-7-amine